5-bromo-1-(2-chloro-4-pyridinyl)-4-oxo-cinnoline-3-carboxylic acid ethyl ester C(C)OC(=O)C1=NN(C2=CC=CC(=C2C1=O)Br)C1=CC(=NC=C1)Cl